CC(C)(OC(=O)N[C@@H](C)C(=O)O)C N-[(1,1-dimethylethoxy)carbonyl]-L-alanine